N-cyclohexylpiperidinium C1(CCCCC1)[NH+]1CCCCC1